dimethyl-λ6-thiocanone CS1(CCCCCCC1)(=O)C